(R)-1-(6,8-difluoro-2-((1-(hydroxymethyl)cyclopropyl)methoxy)quinazolin-4-yl)-3-methylpiperidin-3-ol FC=1C=C2C(=NC(=NC2=C(C1)F)OCC1(CC1)CO)N1C[C@@](CCC1)(O)C